2-Acetyloxy-2-phenylpropionic acid C(C)(=O)OC(C(=O)O)(C)C1=CC=CC=C1